C(CC)NC=1N=NC(=CC1)C=1C=NN(C1)C1=CC=CC=C1 N-Propyl-6-(1-phenyl-1H-pyrazol-4-yl)pyridazin-3-amin